CC1=C(C2=C(N=N1)OC1=C2N=CN=C1NCC=1C=C(C=CC1)C(C)(C)O)C 2-[3-[[(3,4-dimethylpyrimidino[4',5':4,5]furo[2,3-c]pyridazin-8-yl)amino]methyl]phenyl]propan-2-ol